6-amino-5-[1-(2,6-dichloro-3-fluoro-phenyl)-ethoxy]-N-methyl-nicotinamide NC1=NC=C(C(=O)NC)C=C1OC(C)C1=C(C(=CC=C1Cl)F)Cl